6-methyl-4,9-dioxo-1,5-dioxo-non-7-yl isobutyrate C(C(C)C)(=O)OC(C(C(C(CCC=O)=O)=O)C)CC=O